COC=1C=C2CCN3C(C2=CC1OC)=CC(N(C3)CCN)=NC3=C(C=C(C=C3C)C)C 9,10-dimethoxy-2-(2,4,6-trimethylphenyl-imino)-3-(2-aminoethyl)-3,4,6,7-tetrahydro-2H-pyrimido[6,1-a]isoquinoline